(2-Fluoro-3-methoxy-phenyl)-N-oxetan-3-yl-N'-(2-trifluoromethyl-pyridin-4-yl)-[1,3,5]triazine-2,4-diamine FC1=C(C=CC=C1OC)C1=NC(=NC(=N1)NC1COC1)NC1=CC(=NC=C1)C(F)(F)F